3-METHYL-2-ISOPROPYL-1-BUTENE CC(C(=C)C(C)C)C